COC1=NC(=NC(=N1)OC)OC(C1=CC=CC=C1)=O 4,6-dimethoxy-1,3,5-triazin-2-yl-benzoate